COC(=O)C=1C=CC=C2C1C=C(O2)CO 2-hydroxymethylbenzofuran-4-carboxylic acid methyl ester